C(#C)C([C@H](N)C(=O)O)C1=CC=CC=C1 β-ethynyl-phenylalanine